N,N-Dibenzyl-4-bromo-2,6-difluoro-3-methylaniline C(C1=CC=CC=C1)N(C1=C(C(=C(C=C1F)Br)C)F)CC1=CC=CC=C1